C(C)(C)C1=C(C=CC=C1)[C@H]1NCCNC1 (R)-2-(2-isopropylphenyl)piperazine